N1(CCCC1)CCNCCCCCC(=O)OCC(CCCCCCCC)CCCCCC 2-hexyldecyl 6-((2-pyrrolidinoethyl)amino)hexanoate